N-(2-chloro-6-fluorophenyl)-5-fluoro-4-(3-oxo-5,6,7,8-tetrahydro[1,2,4]triazolo[4,3-a]pyridin-2(3H)-yl)-2-[(2S)-pent-2-yloxy]benzamide ClC1=C(C(=CC=C1)F)NC(C1=C(C=C(C(=C1)F)N1N=C2N(CCCC2)C1=O)O[C@@H](C)CCC)=O